1-benzyl-6-(3,5-dimethylisoxazol-4-yl)-N2-(pyridin-3-ylmethyl)-1H-benzo[d]imidazole-2,4-diamine C(C1=CC=CC=C1)N1C(=NC2=C1C=C(C=C2N)C=2C(=NOC2C)C)NCC=2C=NC=CC2